2-(3,4-Dimethoxyphenyl)-7-[1-(2-hydroxyethyl)-1,2,3,6-tetrahydropyridin-4-yl]-4H-pyrido[1,2-a]pyrimidin-4-one COC=1C=C(C=CC1OC)C=1N=C2N(C(C1)=O)C=C(C=C2)C=2CCN(CC2)CCO